ClC=1C=CC(=C(C1)C1=NN(C=C1NC(=O)C=1C=NN2C1N=CC=C2)CC(=O)N2CC(CCC2)C)OC N-(3-(5-chloro-2-methoxyphenyl)-1-(2-(3-methylpiperidin-1-yl)-2-oxoethyl)-1H-pyrazol-4-yl)pyrazolo[1,5-a]pyrimidine-3-carboxamide